tert-butyl (2R,3S,4S)-4-[(tert-butoxycarbonyl)oxy]-3-hydroxy-2-{[4-(pyridin-3-yloxy)phenyl]methyl}pyrrolidine-1-carboxylate C(C)(C)(C)OC(=O)O[C@@H]1[C@H]([C@H](N(C1)C(=O)OC(C)(C)C)CC1=CC=C(C=C1)OC=1C=NC=CC1)O